2-oxo-2,3-dihydro-1H-indole-6-carboxylic acid methyl ester mesylate S(C)(=O)(=O)O.COC(=O)C1=CC=C2CC(NC2=C1)=O